C[C@@H]1CN(C[C@@H](C1)NCC=1C=NC(=NC1)N1CCNCC1)C1=C2C=CC=NC2=C(C=C1)C#N 5-[(3S,5R)-3-methyl-5-[(2-piperazin-1-ylpyrimidin-5-yl)methylamino]-1-piperidinyl]quinoline-8-carbonitrile